O(C1=CC=CC=C1)C/C=C/B(O)O (E)-3-PHENOXYPROP-1-ENYLBORONIC ACID